1-((5-fluoro-6-(4-(2-hydroxyethyl)piperazin-1-yl)pyridin-3-yl)methyl)-3-(4-(2-(4-methoxyphenyl)propan-2-yl)thiazol-2-yl)urea FC=1C=C(C=NC1N1CCN(CC1)CCO)CNC(=O)NC=1SC=C(N1)C(C)(C)C1=CC=C(C=C1)OC